N1[C@H](CC1)COC=1C=CC(=NC1)Cl (R)-5-(Azetidin-2-ylmethoxy)-2-chloropyridine